4-(4-cyanopyridin-2-yl)-1,4-diazepan-1-thiohydrazide C(#N)C1=CC(=NC=C1)N1CCN(CCC1)C(NN)=S